O=C1NC(CC(C1)CC1CN(C1)C(=O)OC(C)(C)C)=O tert-butyl 3-[(2,6-dioxo-4-piperidyl)methyl]azetidine-1-carboxylate